(1R,2R)-1-(3-cyano-1-methyl-1H-pyrazol-4-yl)-1-(2,5-difluorophenyl)propan C(#N)C1=NN(C=C1[C@@H](CC)C1=C(C=CC(=C1)F)F)C